NC1=C(C(=O)NC=2C=NC(=NC2)C)C=CC=C1 amino-N-(2-methylpyrimidin-5-yl)benzamide